C(C)OC(C(CNC[C@@H]1CN(CCN1)C(=O)OC(C)(C)C)(C)C)=O tert-butyl (3R)-3-[[(3-ethoxy-2,2-dimethyl-3-oxopropyl)amino]methyl]piperazine-1-carboxylate